COC(N[C@H](C(=O)NC=1C(N(C(=CC1)Cl)CC1=CC2=NC=C(C(=C2N1)CC(C)C)F)=O)CC\C=C\C(=O)N(C)C)=O Methyl-(S,E)-(1-((6-chloro-1-((6-fluoro-7-isobutyl-1H-pyrrolo[3,2-b]pyridin-2-yl)methyl)-2-oxo-1,2-dihydropyridin-3-yl)amino)-7-(dimethylamino)-1,7-dioxohept-5-en-2-yl)carbamat